N1C=C(C2=CC=CC=C12)C[C@@H](CCCC)NC(=O)C1=CN=C(S1)N1CCN(CC1)C (R)-N-(1-(1H-Indol-3-yl)hexan-2-yl)-2-(4-methylpiperazin-1-yl)thiazole-5-carboxamide